F[B-]1(N2C(=CC(=C2C=C2C=CC(=[N+]12)CCCCC(C(=O)N1C(C(CC1=O)O)=O)NC(C=C)=O)C)C)F N-[6-(2,2-difluoro-10,12-dimethyl-1-aza-3-azonia-2-boranuidatricyclo[7.3.0.03,7]dodeca-3,5,7,9,11-pentaen-4-yl)-1-(3-hydroxy-2,5-dioxopyrrolidin-1-yl)-1-oxohexan-2-yl]propenamide